ClC1=CC=C(S1)C(=O)NC[C@@H](C(=O)[O-])NS(=O)(=O)C1=C(C(=CC=C1)N1C([C@H](CC1)O)=O)CC.[Li+] Lithium (2S)-3-{[(5-chloro-2-thienyl)carbonyl]amino}-2-[({2-ethyl-3-[(3S)-3-hydroxy-2-oxo-pyrrolidin-1-yl]phenyl} sulfonyl)amino]propanoate